C(C)N(CCC1=CNC2=CC(=CC=C12)OC1OC(C(C(C1O)O)O)C)CC 2-((3-(2-(diethylamino)ethyl)-1H-indol-6-yl)oxy)-6-methyltetrahydro-2H-pyran-3,4,5-triol